C(C)(C)(C)OC(=O)N1CC2=CC(=CC(=C2C1)Br)CCOC 4-bromo-6-(2-methoxyethyl)-isoindoline-2-carboxylic acid tert-butyl ester